BrC1=CC=C(N=N1)N 6-bromo-1,2-diazin-3-amine